C(#N)CC1=CNC2=NC=C(C=C21)C=2C=C1CCN(CC1=C(C2)C2N(CCC2)C(=O)[O-])C(COC)=O 2-[6-[3-(cyanomethyl)-1H-pyrrolo[2,3-b]pyridin-5-yl]-2-(2-methoxyacetyl)-3,4-Dihydro-1H-isoquinolin-8-yl]pyrrolidine-1-carboxylate